C(C#C)(=O)[O-] propynate